[4-(3-chloro-2-fluoro-anilino)-6-nitro-quinazolin-7-yl] triflate O(S(=O)(=O)C(F)(F)F)C1=C(C=C2C(=NC=NC2=C1)NC1=C(C(=CC=C1)Cl)F)[N+](=O)[O-]